N-propyl-N-pentylpyrrolidinium bromide [Br-].C(CC)[N+]1(CCCC1)CCCCC